C(#N)C1=C(SC(=C1C1=CC=C(C=C1)OC)C)N1C(C2=CC=C(C=C2C1=O)C(=O)NS(=O)(=O)CCCC)=O Butane-1-sulfonic acid {2-[3-cyano-4-(4-methoxyphenyl)-5-methylthiophen-2-yl]-1,3-dioxo-2,3-dihydro-1H-isoindole-5-carbonyl}-amide